C(CCCCCCCCCCCC)N(CCCCCCCCCCCCC)CCCCCCCCCCCCC tri(tridecyl)amine